5-amino-4-(cyclopropylamino)-2,3-difluorobenzoic acid methyl ester COC(C1=C(C(=C(C(=C1)N)NC1CC1)F)F)=O